BrC1=CC2=C(N=C(N=C2)SC)N=C1N 6-bromo-2-(methylsulfanyl)pyrido[2,3-d]pyrimidin-7-amine